CC([C@@H](C(=O)O)NS(=O)(=O)C=1C=CC2=C(SC3=C2C=CC(=C3)NC(=O)OC3=CC=C(C=C3)C)C1)C (S)-3-methyl-2-(7-(p-tolyloxycarbonylamino)dibenzo[b,d]thiophene-3-sulfonamido)butanoic acid